ClC1=C(NC2=NC=C(C(=N2)NCCCN2C(CCCC2)=O)C(F)(F)F)C=C(C=C1)O 1-[3-[[2-(2-chloro-5-hydroxy-anilino)-5-(trifluoromethyl)pyrimidin-4-yl]amino]propyl]piperidin-2-one